CC1(OC(CCC1)(C)C)C 2,2,6,6-tetramethyloxan